2-MERCAPTOISOBUTYRIC ACID SC(C(=O)O)(C)C